O[C@@H]1C=2N(CC[C@H]1NC(OC(C)(C)C)=O)N=C(C2)COC |r| rac-tert-butyl ((4S,5R)-4-hydroxy-2-(methoxymethyl)-4,5,6,7-tetrahydropyrazolo[1,5-a]pyridin-5-yl)carbamate